tert-butyl (E)-2-(4-(3-(6-(isobutylthio)-3-methylbenzofuran-2-yl)-3-oxoprop-1-en-1-yl)-2,6-dimethylphenoxy)-2-methylpropanoate C(C(C)C)SC1=CC2=C(C(=C(O2)C(/C=C/C2=CC(=C(OC(C(=O)OC(C)(C)C)(C)C)C(=C2)C)C)=O)C)C=C1